7-isopropoxy-N-(1-methyl-2-oxo-1,2-dihydropyridin-3-yl)-2-((1R,4S)-1-methyl-2-oxabicyclo[2.2.1]heptan-4-yl)imidazo[1,2-a]pyrimidine-6-carboxamide C(C)(C)OC1=NC=2N(C=C1C(=O)NC=1C(N(C=CC1)C)=O)C=C(N2)[C@]21CO[C@](CC2)(C1)C